O1C=CC2=C1C(=CC=C2)P(N(C)P(C2=CC=C(C=C2)[Si](CCCC)(CCCC)CCCC)C2=C(C=CC=C2)F)C2=CC=C(C=C2)[Si](CCCC)(CCCC)CCCC 1-(benzofuran-7-yl)-N-((2-fluorophenyl)(4-(tributylsilyl)phenyl)phosphaneyl)-N-methyl-1-(4-(tributylsilyl)phenyl)phosphanamine